2-(difluoromethyl)-5-(3-fluoro-4-((4-(6-methoxypyridin-2-yl)-1H-1,2,3-triazol-1-yl)methyl)phenyl)-1,3,4-oxadiazole FC(C=1OC(=NN1)C1=CC(=C(C=C1)CN1N=NC(=C1)C1=NC(=CC=C1)OC)F)F